biphenyl-4-yl-(9,9-dimethyl-9H-fluorene-4-yl)-amine C1(=CC=C(C=C1)NC1=CC=CC=2C(C3=CC=CC=C3C12)(C)C)C1=CC=CC=C1